C(C(C)C)N1C[C@@H](CCCC1)OC=1C=C2COC(C2=CC1)=O (R)-5-((1-isobutylazepan-3-yl)oxy)isobenzofuran-1(3H)-one